1,2-bis(cyanoethoxy)heptane (S)-quinuclidin-3-yl-(7-(2,3,4-trifluorophenyl)-1,2,3,4-tetrahydronaphthalen-1-yl)carbamate N12CC(C(CC1)CC2)N(C(O)=O)[C@H]2CCCC1=CC=C(C=C21)C2=C(C(=C(C=C2)F)F)F.C(#N)CCOCC(CCCCC)OCCC#N